NC1(CCC1)C1=NC=C(C=N1)C1=NC=2N(N=C3C2C2C4=C(C(N(C3C2)C)=O)C=CC=C4OC(F)F)C=C1 12-(2-(1-aminocyclobutyl)pyrimidin-5-yl)-1-(difluoromethoxy)-6-methyl-6,7-dihydro-7,14-methanobenzo[c]pyrimido[1',2':1,5]pyrazolo[4,3-f]azocin-5(14H)-one